3-(1-((1-(2-chloro-2'-(methoxymethyl)-[1,1'-biphenyl]-4-carbonyl)piperidin-4-yl)methyl)-1H-1,2,3-triazol-4-yl)-5-fluoro-1H-indole-2-carboxylic acid isobutyl ester C(C(C)C)OC(=O)C=1NC2=CC=C(C=C2C1C=1N=NN(C1)CC1CCN(CC1)C(=O)C1=CC(=C(C=C1)C1=C(C=CC=C1)COC)Cl)F